Bicyclo[2.2.1]-5-hepten C12CCC(C=C1)C2